C(C)C1CN(C=2C=CC=C3C2N1C(=C3)C3=NC1=C(N3C)C(=CC(=C1)C=O)OC)CCC(C)(C)O (2-(3-ethyl-1-(3-hydroxy-3-methylbutyl)-2,3-dihydro-1H-pyrrolo[1,2,3-de]quinoxalin-5-yl)-7-methoxy-1-methyl-1H-benzo[d]imidazol-5-yl)methanon